tert-Butyl 3-(2-(2-((5-(6-ethyl-2,6-diazaspiro[3.3]heptan-2-yl)pyridin-2-yl)amino)-5-fluoropyrimidin-4-yl)-5-methyl-4-oxo-4,5-dihydrothieno[2,3-d]pyridazin-7-yl)azetidine-1-carboxylate C(C)N1CC2(CN(C2)C=2C=CC(=NC2)NC2=NC=C(C(=N2)C2=CC3=C(C(=NN(C3=O)C)C3CN(C3)C(=O)OC(C)(C)C)S2)F)C1